BrC1=CC(=C2C(=N1)C=NN2C(C)C)N[C@H]2COCCC2 (R)-5-bromo-1-isopropyl-N-(tetrahydro-2H-pyran-3-yl)-1H-pyrazolo[4,3-b]pyridin-7-amine